ClC=1C=C2C(=NC(=NC2=C(C1C1=CC(=CC2=CC=CC=C12)O)F)N1CC(C1)N(C)C)N1CC2(CN(C2)C(C=C)=O)C1 1-(6-(6-chloro-2-(3-(dimethylamino)azetidin-1-yl)-8-fluoro-7-(3-hydroxynaphthalen-1-yl)quinazolin-4-yl)-2,6-diazaspiro[3.3]heptan-2-yl)prop-2-en-1-one